N-(2,2-difluoro-2-phenylethyl)benzamide benzyl-5-[(1,3-dioxoisoindolin-2-yl)methyl]-3,3-dimethyl-piperazine-1-carboxylate C(C1=CC=CC=C1)OC(=O)N1CC(NC(C1)CN1C(C2=CC=CC=C2C1=O)=O)(C)C.FC(CNC(C1=CC=CC=C1)=O)(C1=CC=CC=C1)F